O1C(CCCC1)N1N=CC(=C1)C=1C=CC(=C2C=NNC12)B1OC(C(O1)(C)C)(C)C 7-(1-(tetrahydro-2H-pyran-2-yl)-1H-pyrazol-4-yl)-4-(4,4,5,5-tetrameth-yl-1,3,2-dioxaborolan-2-yl)-1H-indazole